(R)-3-hydroxy-N,N-dimethyl-4-((2-(((1-methylcyclopentyl)(pyrimidin-2-yl)methyl)amino)-3,4-dioxocyclobuten-1-yl)amino)picolinamide OC=1C(=NC=CC1NC1=C(C(C1=O)=O)N[C@@H](C1=NC=CC=N1)C1(CCCC1)C)C(=O)N(C)C